1-bromo-4-fluoro-2-meth-anesulfonyl-benzene BrC1=C(C=C(C=C1)F)S(=O)(=O)C